CC=1C=NN2C1C(=NC(=C2)C=2C=NN(C2)C)C=2CCN(CC2)C(C=C)=O [4-[3-methyl-6-(1-methylpyrazol-4-yl)pyrazolo[1,5-a]pyrazin-4-yl]-3,6-dihydro-2H-pyridin-1-yl]prop-2-en-1-one